C1(=CC(=CC=C1)C(=O)O)C1=CC=C(C=C1)C1=CC(=CC=C1)C(=O)O [1,1':4',1''-terphenyl]-3,3''-dicarboxylic acid